FC1=CC=C2CN(C(C2=C1)(C)C)C1=NC=C(C=C1C(=O)NC1=CC(=NC=C1)S(N)(=O)=O)C(F)(F)F 2-(6-fluoro-1,1-dimethyl-isoindolin-2-yl)-N-(2-sulfamoyl-4-pyridyl)-5-(trifluoromethyl)-pyridine-3-carboxamide